C(C)(C)N1N=CC=2C(=CC=3C=NC(=NC3C21)SC)C 1-Isopropyl-4-methyl-8-(methylthio)-1H-pyrazolo[4,3-H]quinazoline